2-fluoro-4-((3-(hydroxymethyl)-1-toluenesulfonylazetidin-3-yl)methoxy)benzonitrile FC1=C(C#N)C=CC(=C1)OCC1(CN(C1)S(=O)(=O)CC1=CC=CC=C1)CO